N[C@@H]1C[C@@H]([C@@H](C1)O)N(C)C1=NC=NC=C1OC1=C(C=C(C=C1)F)C=1C(=NC=NC1)C(C)C (1R,2S,4R)-4-amino-2-[(5-{4-fluoro-2-[4-(propan-2-yl)pyrimidin-5-yl]phenoxy}pyrimidin-4-yl)(methyl)amino]cyclopentan-1-ol